N-(5-methoxy-1,3,4-thiadiazol-2-yl)-4-(4-methoxyphenyl)-6-methylnicotinamide COC1=NN=C(S1)NC(C1=CN=C(C=C1C1=CC=C(C=C1)OC)C)=O